4-fluoro-3-(6-methoxy-1-(oxetan-3-yl)-1H-benzo[d]imidazol-5-yl)benzene FC1=C(C=CC=C1)C1=CC2=C(N(C=N2)C2COC2)C=C1OC